N(=C=O)C=1C=NN(C1)C 4-isocyanato-1-methyl-1H-pyrazole